C(C)(C)(C)[S@@](=O)\N=C\1/C2=C(OC13CCN(CC3)C(=O)OC(C)(C)C)C=CC=C2 tert-Butyl rac-(3E)-3-[(R)-tert-butylsulfinyl]iminospiro[benzofuran-2,4'-piperidine]-1'-carboxylate